5-(N-(4-chloro-2-((2-chloro-N-(Furan-2-ylmethyl)benzoylamino)methyl)phenyl)-N-ethylsulfamoyl)-1,3-dimethyl-1H-indole-2-carboxylic acid ethyl ester C(C)OC(=O)C=1N(C2=CC=C(C=C2C1C)S(N(CC)C1=C(C=C(C=C1)Cl)CN(CC=1OC=CC1)C(C1=C(C=CC=C1)Cl)=O)(=O)=O)C